tert-butyl 2-[2-chloro-6-cyano-4-[1-[4-[[2-(methanesulfonamido)pyrimidin-4-yl]methoxy]phenyl]-1-methyl-ethyl]phenoxy]acetate ClC1=C(OCC(=O)OC(C)(C)C)C(=CC(=C1)C(C)(C)C1=CC=C(C=C1)OCC1=NC(=NC=C1)NS(=O)(=O)C)C#N